ethyl 4-chloro-1,2,5-thiadiazole-3-carboxylate ClC=1C(=NSN1)C(=O)OCC